C(C1=CC(O)=C(O)C(O)=C1)(=O)OCCCCCCCCCCC n-undecyl gallate